CN(C1=NN=C(S1)C1=C(C=C(C=C1)N1N=CC=C1)O)C1CC(NC(C1)(C)C)(C)C 5-(methyl(2,2,6,6-tetramethylpiperidin-4-yl)amino)-1,3,4-thiadiazol-2-yl-5-(1H-pyrazol-1-yl)phenol